C(C)(C)(C)N1N=NN=C1CN1CCN(CC1)C1=CC=C(C=C1)OC 1-((1-(tert-butyl)-1H-tetrazol-5-yl)methyl)-4-(4-methoxyphenyl)piperazine